4-Bromo-5-chloropyrimidine BrC1=NC=NC=C1Cl